(E)-3-(2,5-dimethoxyphenyl)-6-hydroxy-6,8-diphenyloct-2-en-4,7-diyne-1-al COC1=C(C=C(C=C1)OC)/C(=C/C=O)/C#CC(C#CC1=CC=CC=C1)(C1=CC=CC=C1)O